2-fluoro-N-(2-sulfamylpyridin-4-yl)-6-(7-(trifluoromethoxy)chroman-4-yl)-3-(trifluoromethyl)benzamide FC1=C(C(=O)NC2=CC(=NC=C2)S(N)(=O)=O)C(=CC=C1C(F)(F)F)C1CCOC2=CC(=CC=C12)OC(F)(F)F